COCCOCC(=O)C1C(C2=CC=3C(C(C(C3C=C2C1=O)=O)C(COCCOC)=O)=O)=O 2,6-bis[2-(2-methoxyethoxy)acetyl]-1,2,3,5,6,7-hexahydro-s-indacene-1,3,5,7-tetrone